C(#N)C1(C(SCC1)=N)C=1C=C(C=NC1)SCC 5-(3-Cyano-2-iminotetrahydrothiophen-3-yl)-3-ethylsulfanylpyridin